7-methoxy-6-methylimidazo[1,2-a]pyrimidine-2-carboxylic acid COC1=NC=2N(C=C1C)C=C(N2)C(=O)O